COC=1C=C2CCN(CC2=CC1NC=1N=CC=2OCCN(C2N1)C1=C(C=CC=C1)P(C)(C)=O)C (2-(2-((6-Methoxy-2-methyl-1,2,3,4-tetrahydroisoquinolin-7-yl)amino)-6H-pyrimido[5,4-b][1,4]oxazin-8(7H)-yl)phenyl)dimethylphosphine oxide